FC=1C(=C(C=CC1)C=1CCN(CC1)CCCCN)OC 4-(4-(3-fluoro-2-methoxyphenyl)-3,6-dihydropyridin-1(2H)-yl)butan-1-amine